(2-fluoro-4-((3-morpholinoazetidin-1-yl)methyl)phenyl)methanamine TFA salt OC(=O)C(F)(F)F.FC1=C(C=CC(=C1)CN1CC(C1)N1CCOCC1)CN